COCCN(C(=O)C=1C(=C(C(=O)OC)C=C(C1)Cl)OC)CCOC methyl 3-(bis(2-methoxyethyl)carbamoyl)-5-chloro-2-methoxybenzoate